1-(4-methylphenyl)-2-p-toluenesulfonyl-ethanone CC1=CC=C(C=C1)C(CS(=O)(=O)C1=CC=C(C)C=C1)=O